OCCCCC(=O)OCCCC(=O)OCC ethyl 4-(4-hydroxybutyl)carbonyloxybutanoate